piperidin-1-yl(piperidin-4-yl)methanone N1(CCCCC1)C(=O)C1CCNCC1